The molecule is a homoisoflavonoid that is 2,3-dihydro-4H-1-benzopyran-4-one substituted by a hydroxy group at position 7 and a (3,4-dihydroxyphenyl)methyl group at position 3 respectively (the 3R-stereoiosmer). it has been isolated from Caesalpinia sappan. It has a role as a plant metabolite. It is a homoisoflavonoid and a polyphenol. C1[C@H](C(=O)C2=C(O1)C=C(C=C2)O)CC3=CC(=C(C=C3)O)O